(4-chloro-5-fluoropyridin-2-yl)methanol ClC1=CC(=NC=C1F)CO